(2R,4R)-1-Cyano-N-[2-[2-(3,5-difluorophenyl)ethylamino]-2-oxo-1-(3-pyridyl)ethyl]-4-methoxy-N-[4-(pentafluoro-λ6-sulfanyl)phenyl]pyrrolidine-2-carboxamide C(#N)N1[C@H](C[C@H](C1)OC)C(=O)N(C1=CC=C(C=C1)S(F)(F)(F)(F)F)C(C(=O)NCCC1=CC(=CC(=C1)F)F)C=1C=NC=CC1